tert-butyl 8-bromo-2,2-dimethyloctanate BrCCCCCCC(C(=O)OC(C)(C)C)(C)C